C(C)(C)(C)NS(=O)(=O)C=1C=C(C=CC1)NC(=O)C1=NC=C(N=C1N1CCC(CC1)(C)C)NC(CO)(C)C N-(3-(N-(tert-butyl)sulfamoyl)phenyl)-3-(4,4-dimethylpiperidin-1-yl)-5-((1-hydroxy-2-methylpropan-2-yl)amino)pyrazine-2-carboxamide